O1CCN(CC1)CC=1NC(C2=C(N1)SC=C2)=O (morpholinomethyl)thieno[2,3-d]pyrimidin-4(3H)-one